C(C)(C)(C)C1=CC=C(CNCCN)C=C1 N-(4-tert.Butyl-benzyl)-1,2-ethandiamin